1,2-bis-(3,3,5,5-tetramethyl-2-oxo-piperazinyl)ethane CC1(C(N(CC(N1)(C)C)CCN1C(C(NC(C1)(C)C)(C)C)=O)=O)C